ClC=1C(=NN(C1C)C=1C=C(C(=O)NC2=C(C3=C(OCO3)C=C2)C=O)C=CC1)C(F)(F)F 3-[4-chloro-5-methyl-3-(trifluoromethyl)pyrazol-1-yl]-N-(4-formyl-1,3-benzodioxol-5-yl)benzamide